OC(CCC=1N=C2N(C=C(C(=C2)C(=O)NC([2H])([2H])[2H])NC(=O)C2=NC(=CC=C2)C(F)(F)F)C1)(C)C 2-(3-hydroxy-3-methyl-butyl)-N-(trideuteriomethyl)-6-[[6-(trifluoromethyl)pyridine-2-carbonyl]amino]imidazo[1,2-a]pyridine-7-carboxamide